[In].[Ga].[Sn] tin gallium indium